(R)-(5-(2-fluoropropan-2-yl)-1,3,4-oxadiazol-2-yl)(4-(6-(trifluoromethyl)pyrazolo[1,5-a]pyridin-2-yl)-6,7-dihydro-1H-imidazo[4,5-c]pyridin-5(4H)-yl)methanone FC(C)(C)C1=NN=C(O1)C(=O)N1[C@H](C2=C(CC1)NC=N2)C2=NN1C(C=CC(=C1)C(F)(F)F)=C2